3'-fluoro-N-methyl-1'-(1-(3-methyl-4-oxo-4,5-dihydropyrazolo[1,5-a]quinoxalin-7-yl)ethyl)-1',2',3',6'-tetrahydro-[3,4'-bipyridine]-6-carboxamide FC1CN(CC=C1C=1C=NC(=CC1)C(=O)NC)C(C)C=1C=C2NC(C=3N(C2=CC1)N=CC3C)=O